4,4'-DIISOCYANO-BIPHENYL [N+](#[C-])C1=CC=C(C=C1)C1=CC=C(C=C1)[N+]#[C-]